N,N,N',N'-Tetramethylacridine-3,6-diamine CN(C=1C=CC2=CC3=CC=C(C=C3N=C2C1)N(C)C)C